C(C1=CC=CC=C1)OC=1C=CC(=NC1)N1CC(C1)CC1CCN(CC1)C(=O)OCC1=CC=CC=C1 Benzyl 4-[[1-(5-benzyloxy-2-pyridyl) azetidin-3-yl]methyl]piperidine-1-carboxylate